COC=1C=C(C=CC1OC)C1=NC2=C(N1)C=C(C(=C2)C2CCN(CC2)C2CCN(CC2)C(C)C)C(F)(F)F 2-(3,4-dimethoxyphenyl)-5-(1'-isopropyl-[1,4'-bipiperidin]-4-yl)-6-(trifluoromethyl)-1H-benzo[d]imidazole